methyl (R)-3-methyl-2-((4-(trifluoromethyl)benzyl)oxy)butanoate CC([C@H](C(=O)OC)OCC1=CC=C(C=C1)C(F)(F)F)C